ClC1=C(C=CC=C1)C1=CC(=C(C=C1)CO)N1C[C@H](CC1)OC1=NC=C(C=C1)C(F)(F)F (S)-(2'-chloro-3-(3-(5-(trifluoromethyl)pyridin-2-yloxy)pyrrolidin-1-yl)biphenyl-4-yl)methanol